C(C)OC1=NC(=NC=C1C(NC=1C=C(C=2N(C1)C=C(N2)C)OC)=O)N2CCN(CC2)C(=O)OC(C)(C)C tert-butyl 4-[4-ethoxy-5-(8-methoxy-2-methylimidazo[1,2-a]pyridin-6-ylcarbamoyl)pyrimidin-2-yl]piperazine-1-carboxylate